(2-chloro-6-methylpyrimidin-4-yl)-4-iodo-2-(6-azaspiro[2.5]oct-6-yl)benzamide ClC1=NC(=CC(=N1)C=1C(=C(C(=O)N)C=CC1I)N1CCC2(CC2)CC1)C